C(C)OC=1C(=NC(=C(C1)N1[C@@H](CN(CC1)C(=O)C=1C(=NC(=CC1)OC)C(F)(F)F)CC)C(=O)N[C@H]1CN(C[C@H]1F)C)C=1C=NC=CC1 ethoxy-5-[(2R)-2-ethyl-4-[6-methoxy-2-(trifluoromethyl)pyridine-3-carbonyl]piperazin-1-yl]-N-[(3s,4R)-4-fluoro-1-methylpyrrolidin-3-yl]-[2,3'-bipyridine]-6-carboxamide